NCC1=CC=2N(C(N(CC2C=N1)C1=C(C(=CC(=C1F)OC)OC)F)=O)CC 7-(aminomethyl)-3-(2,6-difluoro-3,5-dimethoxyphenyl)-1-ethyl-3,4-dihydropyrido[4,3-d]pyrimidin-2(1H)-one